N1CCC(CC1)CN1CCC(CC1)C1=NC2=CC=CC=C2C(N1)=O 2-(1-(piperidin-4-ylmethyl)piperidin-4-yl)quinazolin-4(3H)-one